BrCC1=CC=C(C=C1)C1=CC(=CC=C1)F 4'-(bromomethyl)-3-fluoro-1,1'-biphenyl